1,2,3,4-tetrahydronaphthalene-1-carbonitrile C1(CCCC2=CC=CC=C12)C#N